(E)-N-(3,4-dimethoxyphenyl)-2,4-dimethoxy-6-(4-(2-oxo-2-(piperidin-1-yl)ethoxy)styryl)benzamide COC=1C=C(C=CC1OC)NC(C1=C(C=C(C=C1\C=C\C1=CC=C(C=C1)OCC(N1CCCCC1)=O)OC)OC)=O